C(C)OC(C(=O)NCCCC)=O 2-(butylamino)-2-oxo-acetic acid ethyl ester